OC1=CC=C(C=C1)CS(=O)(=O)NC1=CC=C(C=C1)NC(=O)NCC1=CC=NC=C1 1-(4-hydroxyphenyl)-N-(4-(3-(pyridin-4-ylmethyl)ureido)phenyl)methanesulfonamide